COCC1=NC2=CC(=CC(=C2N=C1)C=1SC2=C(C=NC=C2)N1)C 2-(2-(methoxymethyl)-7-methylquinoxalin-5-yl)thiazolo[4,5-c]pyridine